N-(5-(difluoromethoxy)-1H-pyrazol-3-yl)-6-(((1R,2R,3S,5S)-2-fluoro-8-methyl-8-azabicyclo[3.2.1]octan-3-yl)oxy)pyrazin-2-amine FC(OC1=CC(=NN1)NC1=NC(=CN=C1)O[C@@H]1[C@@H]([C@H]2CC[C@@H](C1)N2C)F)F